3-((3,5-dimethyl-4-(4-methylpiperazin-1-yl)phenyl)amino)-1,6-naphthyridine-2-carboxamide CC=1C=C(C=C(C1N1CCN(CC1)C)C)NC=1C(=NC2=CC=NC=C2C1)C(=O)N